(2S,4r)-1-[(2S)-2-(4-cyclopropyl-triazol-1-yl)-3,3-dimethyl-butyryl]-4-hydroxy-N-[1-methyl-2-(1-methyl-4-oxo-pyrazolo[3,4-d]pyrimidin-5-yl)ethyl]pyrrolidine-2-carboxamide C1(CC1)C=1N=NN(C1)[C@H](C(=O)N1[C@@H](C[C@H](C1)O)C(=O)NC(CN1C=NC2=C(C1=O)C=NN2C)C)C(C)(C)C